CC1=CNC(C2=CC=C(C=C12)B1OC(C(O1)(C)C)(C)C)=O 4-methyl-6-(4,4,5,5-tetramethyl-1,3,2-dioxaborolan-2-yl)isoquinolin-1(2H)-one